ClC=1C(=NC=CC1C)N1N=CC(=C1C(F)(F)F)C(=O)O 1-(3-chloro-4-methyl-pyridin-2-yl)-5-trifluoromethyl-1H-pyrazole-4-carboxylic acid